C(C1=CC=CC=C1)OC1CC(C1)(C(=O)OCC)C#N ethyl 3-(benzyloxy)-1-cyanocyclobutanecarboxylate